2-p-nonylphenoxy-ethyl-ammonium C(CCCCCCCC)C1=CC=C(OCC[NH3+])C=C1